cis-N-((5-(furan-2-yl)-3-methylpyridin-2-yl)methyl)-1-isobutyryl-6-methyl-4-(phenylsulfonyl)piperazine-2-carboxamide O1C(=CC=C1)C=1C=C(C(=NC1)CNC(=O)[C@@H]1N([C@@H](CN(C1)S(=O)(=O)C1=CC=CC=C1)C)C(C(C)C)=O)C